n-tetracosyl hexyl ether C(CCCCC)OCCCCCCCCCCCCCCCCCCCCCCCC